C(C)(C)(C)OC(=O)N1CC2(CC2)C2=C(CC1)C=C(C=C2)N 7-amino-4,5-dihydrospiro[benzo[d]azepin-1,1'-cyclopropane]-3(2H)-carboxylic acid tert-butyl ester